4'-(3-((2-(furan-3-yl)-6-methylthieno[2,3-d]pyrimidin-4-yl)amino)propyl)-[1,1'-biphenyl]-4-carboxylic acid O1C=C(C=C1)C=1N=C(C2=C(N1)SC(=C2)C)NCCCC2=CC=C(C=C2)C2=CC=C(C=C2)C(=O)O